19-(oxan-2-yl)-8,14-dioxa-4,5,10,19,20-pentaazatetracyclo[13.5.2.12,5.018,21]tricosa-1(20),2(23),3,15(22),16,18(21)-hexaen-9-one O1C(CCCC1)N1C=2C=CC=3OCCCNC(OCCN4N=CC(C(=N1)C2C3)=C4)=O